2-isooctyl-4,6-dinitrophenol C(CCCCC(C)C)C1=C(C(=CC(=C1)[N+](=O)[O-])[N+](=O)[O-])O